[Si](C)(C)(C(C)(C)C)O[C@H]1C[C@@H](O[C@@H]1CO[Si](C)(C)C(C)(C)C)N1C2=NC=NC(=C2N=C1)N 9-[(2R,4S,5R)-4-[(tert-butyldimethylsilyl)oxy]-5-{[(tert-butyldimethylsilyl)oxy]methyl}oxolan-2-yl]purin-6-amine